C(C)(C)(C)OC(=O)N[C@@H](C(=O)OC)CC=O methyl (R)-2-((tert-butoxycarbonyl)amino)-4-oxobutanoate